4-(2,2-dimethyl-1,3-dioxan-4-yl)-1-(4-(pentafluoro-lambda6-sulfanyl)phenyl)-1H-pyrazolo[3,4-b]pyridine-3-carbonitrile CC1(OCCC(O1)C1=C2C(=NC=C1)N(N=C2C#N)C2=CC=C(C=C2)S(F)(F)(F)(F)F)C